methyl cis-4-((3-fluoro-4-nitrobenzyl)amino)cyclohexane-1-carboxylate FC=1C=C(CN[C@H]2CC[C@H](CC2)C(=O)OC)C=CC1[N+](=O)[O-]